3-(difluoromethyl)-4-(methylsulfinyl)aniline FC(C=1C=C(N)C=CC1S(=O)C)F